C(C(=C)C)(=O)OC1=CC=C(C=C1)OC(C(=C)C)=O 1,4-phenylene dimethacrylate